imidazo[2,1-f][1,2,4]triazine-2,4-diol N=1N2C(C(=NC1O)O)=NC=C2